(S)-7-amino-1-benzyl-3,4-dimethyl-3,4-dihydroquinazolin-2(1H)-one NC1=CC=C2[C@@H](N(C(N(C2=C1)CC1=CC=CC=C1)=O)C)C